CN1CC2=CC(=CC(=C2CC1)C)C=1N=C2C(=NC1)N(C=C2C2=CC=C(C=C2)C(=O)N2C[C@H](CC2)NC)S(=O)(=O)C2=CC=C(C)C=C2 (S)-(4-(2-(2,5-dimethyl-1,2,3,4-tetrahydroisoquinolin-7-yl)-5-tosyl-5H-pyrrolo[2,3-b]pyrazin-7-yl)phenyl)(3-(methylamino)pyrrolidin-1-yl)methanone